(R)-2-(((TERT-BUTYLDIPHENYLSILYL)OXY)METHYL)PENT-4-EN-1-OL [Si](C1=CC=CC=C1)(C1=CC=CC=C1)(C(C)(C)C)OC[C@@H](CO)CC=C